C(C)(C)(C)OC(=O)N1CCC(=CC1)C1=CC(=C(C=C1)[N+](=O)[O-])NCC(F)F.ClC1=C(C(=NC=C1C(=O)N)OCCOC)F 4-chloro-5-fluoro-6-(2-methoxyethoxy)nicotinamide tert-butyl-4-(3-((2,2-difluoroethyl)amino)-4-nitrophenyl)-3,6-dihydropyridine-1(2H)-carboxylate